ClC1=C(C(=C(C=2OC3=C(C21)C(=C(C(=C3[2H])[2H])[2H])[2H])[2H])[2H])[2H] 1-chlorodibenzo[b,d]furan-2,3,4,6,7,8,9-d7